3-(2-(dimethylamino) ethyl)-1H-indol-5-yl butyrate C(CCC)(=O)OC=1C=C2C(=CNC2=CC1)CCN(C)C